C1(=CC=CC=C1)C1=CC=CC(=N1)C1=NC(=CC=C1)C1=CC=CC=C1 6,6'-diphenyl-2,2'-bipyridine